ClC1=CC=C(CN2C=3N(C(C(=C2)NC(=O)C2CCOCC2)=O)N=C(C3)C3=CC=C(C=C3)OC3=NC=CC=C3)C=C1 N-(4-(4-chlorobenzyl)-7-oxo-2-(4-(pyridin-2-yloxy)phenyl)-4,7-dihydropyrazolo[1,5-a]pyrimidin-6-yl)tetrahydro-2H-pyran-4-carboxamide